C[C@@H]1O[C@@H](CN(C1)C1CCN(CC1)C1=C(C=C(C(=C1)OC)NC1=NC=NC(=C1)N1OCC[C@@H]1C1=C(C(=C(C=C1)F)F)F)NC(C=C)=O)C N-(2-(4-((2S,6R)-2,6-dimethylmorpholino)piperidine-1-yl)-4-methoxy-5-((6-((R)-3-(2,3,4-trifluorophenyl)-isoxazolidine-2-yl)pyrimidine-4-yl)amino)phenyl)acrylamide